C12OCC(N(C1)CCN1C(C(=C(C3=CC=CN=C13)O)C(=O)NC1CCC(CC1)C)=O)C2 1-(2-(2-oxa-5-azabicyclo[2.2.1]heptan-5-yl)ethyl)-4-hydroxy-N-((1s,4s)-4-methylcyclohexyl)-2-oxo-1,2-dihydro-1,8-naphthyridine-3-carboxamide